3-(5-amino-2-fluorophenyl)-3-((tert-butylsulfinyl)amino)-2-fluoropropionic acid ethyl ester C(C)OC(C(C(NS(=O)C(C)(C)C)C1=C(C=CC(=C1)N)F)F)=O